N-(1,3-Dihydroxypropan-2-yl)-5-(1-methyl-1H-pyrazol-3-yl)-6-[4-(trifluoromethyl)phenoxy]pyridine-3-carboxamide OCC(CO)NC(=O)C=1C=NC(=C(C1)C1=NN(C=C1)C)OC1=CC=C(C=C1)C(F)(F)F